4-((4-ethynyl-2-fluorophenoxy)methyl)pyridine C(#C)C1=CC(=C(OCC2=CC=NC=C2)C=C1)F